ClC=1SC(=CN1)C1CSC2N1C=C(C(N2C)=O)C2=CC=CC=C2 3-(2-chlorothiazol-5-yl)-8-methyl-7-oxo-6-phenyl-2,3-dihydrothiazolo[3,2-a]Pyrimidine